(4-(6-(2-(diethylamino)ethoxy)-7-methoxyquinazolin-4-yl)Phenyl)-2-(4-fluorophenyl)acetamide C(C)N(CCOC=1C=C2C(=NC=NC2=CC1OC)C1=CC=C(C=C1)C(C(=O)N)C1=CC=C(C=C1)F)CC